C[Si](C1=C(C(=O)OCC)C=CC(=C1)Br)(C)C ethyl 2-(trimethylsilyl)-4-bromobenzoate